2'-O-methyl-5-methyluridine tin [Sn].CO[C@H]1[C@@H](O[C@@H]([C@H]1O)CO)N1C(=O)NC(=O)C(=C1)C